(2R,3S)-3-(3-fluoro-4-nitrophenyl)-2-propanamidobutanoic acid methyl ester COC([C@@H]([C@@H](C)C1=CC(=C(C=C1)[N+](=O)[O-])F)NC(CC)=O)=O